2-(((tetrahydro-2H-pyran-2-yl)oxy)methyl)pyrrolidine-1-carboxylate O1C(CCCC1)OCC1N(CCC1)C(=O)[O-]